methyl 2-((2S)-2-((((2-(3-chlorobenzyl)cyclopentyl)oxy)carbonyl)amino)-3-cyclohexylpropanamido)-3-(5,5-dimethyl-2-oxopyrrolidin-3-yl)propanoate ClC=1C=C(CC2C(CCC2)OC(=O)N[C@H](C(=O)NC(C(=O)OC)CC2C(NC(C2)(C)C)=O)CC2CCCCC2)C=CC1